((2S,4R,SR)-4-acetoxy-5-(2-amino-8-oxo-7-((1-(trifluoromethyl)cyclopropyl)methyl)-7,8-dihydro-9H-purin-9-yl)tetrahydrofuran-2-yl)methyl acetate C(C)(=O)OC[C@H]1O[C@@H]([C@@H](C1)OC(C)=O)N1C2=NC(=NC=C2N(C1=O)CC1(CC1)C(F)(F)F)N |&1:7|